4-(4-chloroquinolin-6-yl)pyridin-2-amine ClC1=CC=NC2=CC=C(C=C12)C1=CC(=NC=C1)N